tert-butyl (R)-4-(4-methyl-6-((6-((2-methyl-1H-imidazol-1-yl)methyl)-8-(1-methyl-3-(trifluoromethyl)-1H-pyrazol-4-yl)-4-oxochroman-3-yl)methyl)pyrimidin-2-yl)piperazine-1-carboxylate CC1=NC(=NC(=C1)C[C@@H]1COC2=C(C=C(C=C2C1=O)CN1C(=NC=C1)C)C=1C(=NN(C1)C)C(F)(F)F)N1CCN(CC1)C(=O)OC(C)(C)C